ClC1=C2OC=3C=C(C=CC3C(C2=C(C=C1)O)=O)N1CC(CC1)C(=O)O 1-(5-chloro-8-hydroxy-9-oxo-xanthen-3-yl)pyrrolidine-3-carboxylic acid